C(#N)C1(CCC(CC1)N1C[C@H](CC1)NC(OCC)=O)C1=NC=CC=C1 ethyl {(3S)-1-[4-cyano-4-(pyridin-2-yl)cyclohexyl]pyrrolidin-3-yl}carbamate